FC(CC(=O)O)(C)F 3,3-difluorobutyric acid